N1=C(NC2=C1C=CC=C2)SSC=2NC1=C(N2)C=CC=C1 di(benzimidazol-2-yl) disulfide